2-(2,5-dimethoxyphenyl)-2-methyl-4-trimethylsiloxy-5-amino-3(2H)-furanone COC1=C(C=C(C=C1)OC)C1(OC(=C(C1=O)O[Si](C)(C)C)N)C